(4-chloro-2-fluorophenyl)(cyclopropyl)methanone ClC1=CC(=C(C=C1)C(=O)C1CC1)F